CC=1C=C(N)C=CC1CC1=CC2=C(N(C=N2)C)C=C1 3-methyl-4-[(1-methyl-1,3-benzodiazol-5-yl)methyl]aniline